CC=1C=C(C=CC1C)COCCN(C(C#CC(SC)=O)(C)C)C S-methyl 4-[2-[(3,4-dimethylphenyl)methoxy]ethyl-methyl-amino]-4-methyl-pent-2-ynethioate